ClC1=CC=C(C=C1)[C@@]1(N(C(C2=CC(=CC(=C12)F)C(C)(CC)O)=O)CC1=CC=C(C=N1)C#N)OCC1(CC1)CO 6-{[(1R)-1-(4-chlorophenyl)-7-fluoro-5-(2-hydroxybutan-2-yl)-1-{[1-(hydroxymethyl)cyclopropyl]methoxy}-3-oxo-2,3-dihydro-1H-isoindol-2-yl]methyl}pyridine-3-carbonitrile